methyl 3-methylisothiazole-5-carboxylate CC1=NSC(=C1)C(=O)OC